6-methylpyridine-2-carboxylic acid methyl ester COC(=O)C1=NC(=CC=C1)C